ClC1=CC=C2C(=C(NC2=C1Cl)CNC(CNC(OC(C)(C)C)=O)=O)C=1C=NN(C1)C1OCCCC1 tert-butyl (2-(((6,7-dichloro-3-(1-(tetrahydro-2H-pyran-2-yl)-1H-pyrazol-4-yl)-1H-indol-2-yl)methyl)amino)-2-oxoethyl)carbamate